tetracontyl tetracos-15-enoate C(CCCCCCCCCCCCCC=CCCCCCCCC)(=O)OCCCCCCCCCCCCCCCCCCCCCCCCCCCCCCCCCCCCCCCC